2-(4-(5-Chloro-2-(4-chloro-1H-1,2,3-triazol-1-yl)phenyl)-5-methoxy-2-oxopyridine-1(2H)-yl)-N-(4-(dimethylphosphoryl)phenyl)-3-phenylpropanamide ClC=1C=CC(=C(C1)C1=CC(N(C=C1OC)C(C(=O)NC1=CC=C(C=C1)P(=O)(C)C)CC1=CC=CC=C1)=O)N1N=NC(=C1)Cl